OC(C(=O)O)CCCC Hydroxyhexanic acid